(S)-4-(7-bromo-6-chloro-8-cyclopropoxy-2-(((S)-1-methylpyrrolidin-2-yl)methoxy)quinazolin-4-yl)-3-methylpiperazine-1-carboxylic acid tert-butyl ester C(C)(C)(C)OC(=O)N1C[C@@H](N(CC1)C1=NC(=NC2=C(C(=C(C=C12)Cl)Br)OC1CC1)OC[C@H]1N(CCC1)C)C